1-dodecyl-4-butylpiperidinium methanesulfonate CS(=O)(=O)[O-].C(CCCCCCCCCCC)[NH+]1CCC(CC1)CCCC